F[C@](C=1C=C(C=CC1)N1C(C2=CC(=CC(=C2C1)C(F)(F)F)CNC1(CCC1)C)=O)(C1=NN=CN1C)C1(COC1)F (R)-2-(3-(fluoro(3-fluorooxetan-3-yl)(4-methyl-4H-1,2,4-triazol-3-yl)methyl)phenyl)-6-(((1-methylcyclobutyl)amino)methyl)-4-(trifluoromethyl)isoindolin-1-one